ethylmethylmorpholine C(C)C1N(CCOC1)C